NC=1N=C(SC1C(=O)C1=CC(=NO1)C1=CC=CC=C1)N(C1=CC=C(C=C1)F)[C@@H](C(=O)N)C (R)-2-(N-[4-Amino-5-(3-phenylisoxazol-5-carbonyl)thiazol-2-yl]-4-fluoroanilino)propanamid